(S)-2-amino-3-((4-methylpiperidinyl)phenyl)propionic acid N[C@H](C(=O)O)CC1=C(C=CC=C1)N1CCC(CC1)C